2,5-bis(isopropylphenyl-peroxy)-2,5-dimethylhexyne C(C)(C)C1=C(C=CC=C1)OOC(C)(C#CC(C)(C)OOC1=C(C=CC=C1)C(C)C)C